4-(6,6-dimethyl-4-oxo-3-(trifluoromethyl)-4,5,6,7-tetrahydro-1H-indazol-1-yl)-2-((4-hydroxyphenyl)amino)benzamide CC1(CC(C=2C(=NN(C2C1)C1=CC(=C(C(=O)N)C=C1)NC1=CC=C(C=C1)O)C(F)(F)F)=O)C